O=C1N(CC2=CC=C(C=C12)N1CCC(CC1)=O)N1C(CCCC1=O)=O 1-oxo-6-(4-oxopiperidin-1-yl)-3H-isoindol-2-ylpiperidine-2,6-dione